(R)-3-(3-chloro-4-fluorophenyl)-1-(2-((2,2-difluoroethyl)amino)ethyl)-1-(1-(1-oxo-1,2-dihydroisoquinolin-4-yl)ethyl)urea ClC=1C=C(C=CC1F)NC(N([C@H](C)C1=CNC(C2=CC=CC=C12)=O)CCNCC(F)F)=O